(S)-N-(1-(dimethylamino)-3-phenylpropan-2-yl)acetamide CN(C[C@H](CC1=CC=CC=C1)NC(C)=O)C